ClC=1C=C(C(=NC1)OC=1C=NC=2N(C1)C=C(N2)C(=O)O)OCC(F)(F)F 6-((5-chloro-3-(2,2,2-trifluoroethoxy)pyridin-2-yl)oxy)imidazo[1,2-a]pyrimidine-2-carboxylic acid